ClC=1C(=NC(=NC1)NC1CCOCC1)C=1C=C2C(=NC1)CN(C2=O)[C@@H](C(=O)N[C@H](CO)C2=CC(=CC=C2)OC(F)F)C (2R)-2-(3-{5-chloro-2-[(oxacyclohex-4-yl)amino]pyrimidin-4-yl}-5-oxo-5H,6H,7H-pyrrolo[3,4-b]pyridin-6-yl)-N-[(1S)-1-[3-(difluoromethoxy)phenyl]-2-hydroxyethyl]propionamide